NC[C@H]([C@@H](C(=O)O)O)F (2R,3R)-4-amino-3-fluoro-2-hydroxybutanoic acid